NC1=C(C(=NN1C1COCC1)C1=CC=C(C=C1)CNC(C1=C(C=CC=C1)OC)=O)C(=O)N 5-amino-3-[4-[[(2-methoxybenzoyl)amino]methyl]phenyl]-1-tetrahydrofuran-3-yl-pyrazole-4-carboxamide